(1r,4r)-4-hydroxycyclohexylcarbamic acid tert-butyl ester C(C)(C)(C)OC(NC1CCC(CC1)O)=O